cis-2-(methoxycarbonyl)cyclohexane-1-carboxylic acid COC(=O)[C@@H]1[C@@H](CCCC1)C(=O)O